1-(4-morpholinophenyl)-butanol O1CCN(CC1)C1=CC=C(C=C1)C(CCC)O